O([C@H]1[C@H](O)[C@@H](O)[C@@H](O)[C@H](O1)CO)C1=CC=C(C=C1)[N+](=O)[O-] p-nitrophenyl β-D-galactopyranoside